N1CC(C1)NC1=C2C(N(C(C2=CC=C1)=O)C1C(NC(CC1)=O)=O)=O 4-(azetidin-3-ylamino)-2-(2,6-dioxopiperidin-3-yl)isoindoline-1,3-dione